(3-{8-bromo-3-[(trifluoromethyl)sulfanyl]indolizin-2-yl}-1,2,4-thiadiazol-5-yl)methanol BrC1=CC=CN2C(=C(C=C12)C1=NSC(=N1)CO)SC(F)(F)F